C1(=C(C=CC=C1)NC(=S)NC1=C(C=CC=C1)C)C 1,3-Dio-tolylthiourea